C(C)(C)OC1=NC(=NC(=C1C#N)C1=CC=C(C=C1)OC)C1=CC=CC=C1 4-Isopropoxy-6-(4-methoxy-phenyl)-2-phenyl-pyrimidine-5-carbonitrile